3-(2,6-difluorophenyl)-3-hydroxy-N-(1-(6-((2,2,2-trifluoroethyl)amino)pyridin-2-yl)cyclopropyl)butanamide FC1=C(C(=CC=C1)F)C(CC(=O)NC1(CC1)C1=NC(=CC=C1)NCC(F)(F)F)(C)O